3-((2,4-dimethoxybenzyl)amino)-N-(1-methylcyclopropyl)quinoline-6-sulfonamide COC1=C(CNC=2C=NC3=CC=C(C=C3C2)S(=O)(=O)NC2(CC2)C)C=CC(=C1)OC